CN(C)CC=1C=C(C=CC1O)NC1=CC=NC2=CC(=C(C=C12)C(=O)N)OC 4-((3-((dimethylamino)methyl)-4-hydroxyphenyl)amino)-7-methoxyquinoline-6-carboxamide